CC1=CC(=NO1)C(=C)C=1C=C2C(=CC=NC2=CC1)C(=O)OC(C)(C)C tert-Butyl 6-(1-(5-methylisoxazol-3-yl)vinyl)quinoline-4-carboxylate